C(C)(C)(C)NO N-tert-butylhydroxylamine